CC1N(CC=CC1)C(=O)NCC(F)(F)F methyl-N-(2,2,2-trifluoroethyl)-3,6-dihydropyridine-1(2H)-carboxamide